N-(2-chloro-5-fluorobenzoyl)-N-(4-methoxybenzyl)-7-nitroquinoline-5-carboxamide ClC1=C(C(=O)N(C(=O)C=2C=3C=CC=NC3C=C(C2)[N+](=O)[O-])CC2=CC=C(C=C2)OC)C=C(C=C1)F